ClC1=CC=C(C=C1)C1=CC=NC=2N1N=C(C2C2=NC1=C(C=NC(=C1)C(F)(F)F)N2C)S(=O)(=O)CC 2-(7-(4-chlorophenyl)-2-(ethylsulfonyl)pyrazolo[1,5-a]pyrimidin-3-yl)-3-methyl-6-(trifluoromethyl)-3H-imidazo[4,5-c]pyridine